(11R)-6-(2,2-dimethylcyclohexyl)-11-isobutyl-2,2-dioxo-9-oxa-2λ6-thia-3,5,12,19-tetrazatricyclo[12.3.1.14,8]nonadeca-1(18),4,6,8(19),14,16-hexaen-13-one CC1(C(CCCC1)C=1N=C2NS(C=3C=CC=C(C(N[C@@H](COC(C1)=N2)CC(C)C)=O)C3)(=O)=O)C